C(CCCCC)N.C(CCCCCCCC)(=O)O nonanoic acid hexylamine salt